FCC(CN(CCC(C(=O)O)NC(CC1=NC=CN=C1)=O)CCCCC1=NC=2NCCCC2C=C1)OC 4-[[3-fluoro-2-methoxy-propyl]-[4-(5,6,7,8-tetrahydro-1,8-naphthyridin-2-yl)butyl]amino]-2-[(2-pyrazin-2-ylacetyl)amino]butanoic acid